PCCC(=O)O 3-phosphinopropionic acid